O1COC2=C1C=CC(=C2)OC2=C(C=C(N)C=C2)C 4-(benzo[d][1,3]dioxol-5-yloxy)-3-methylaniline